2-(4-isobutoxyphenyl)-4-methyl-N-(prop-2-yn-1-yl)thiazole-5-carboxamide C(C(C)C)OC1=CC=C(C=C1)C=1SC(=C(N1)C)C(=O)NCC#C